1-(5-(5-(4-methoxy-2-methylphenyl)-1,2,4-oxadiazol-3-yl)-1H-benzo[d][1,2,3]triazol-1-yl)-2-methylpropan-2-ol COC1=CC(=C(C=C1)C1=NC(=NO1)C1=CC2=C(N(N=N2)CC(C)(O)C)C=C1)C